ClC=1C=C(C=CC1Cl)C(=O)N1CC=2C(=NN3C2C=2C(CCC3)=CNN2)CC1 (3,4-Dichlorophenyl)(2,5,6,9,10,12-hexahydropyrazolo[3,4-c]pyrido[4',3':3,4]pyrazolo[1,5-a]-azepin-11(4H)-yl)methanone